C(C)(C)(C)OC(=O)NC1(CC2=CC(=CC=C2CC1)OC1=CC(=CC=C1)C1=NC=CC=C1)C(=O)O 2-((tert-butoxycarbonyl)amino)-7-(3-(pyridine-2-yl)phenoxy)-1,2,3,4-tetrahydronaphthalene-2-carboxylic acid